ClC=1C=C2C(C(=CNC2=C(C1C1=C(C=CC=C1OCC1=CC=C(C=C1)OC)F)F)[N+](=O)[O-])=O 6-chloro-8-fluoro-7-(2-fluoro-6-((4-methoxybenzyl)oxy)phenyl)-3-nitroquinolin-4(1H)-one